1-(3-(tert-butyl)-1-(3-morpholinopropyl)-1H-pyrazol-5-yl)-3-(2-(methylthio)-4-((3-keto-3,4-dihydropyrido[2,3-b]pyrazin-8-yl)oxy)phenyl)urea C(C)(C)(C)C1=NN(C(=C1)NC(=O)NC1=C(C=C(C=C1)OC1=CC=NC=2NC(C=NC21)=O)SC)CCCN2CCOCC2